1,3-Diallyl-2-benzimidazolone C(C=C)N1C(N(C2=C1C=CC=C2)CC=C)=O